COC1=CC(=NN1)NC=1NC=2N(C(C1C1=CC=C(C=C1)OC)=O)N=C(C2C2=CC=CC=C2)C2=CC=CC=C2 5-((5-methoxy-1H-pyrazol-3-yl)amino)-6-(4-methoxyphenyl)-2,3-diphenylpyrazolo[1,5-a]pyrimidin-7(4H)-one